C(CCCCCC)OCCC\C=C/CC[Mg]I (3Z)-6-(heptoxymethyl)-3-hexenyl-magnesium iodide